[8-[1-[2-[tert-butyl(dimethyl)silyl]oxyethyl]-5-(2,2-dimethylpropylsulfonyl)indazol-7-yl]-3,8-diazabicyclo[3.2.1]octan-3-yl]-(2-chloro-4-fluoro-phenyl)methanone [Si](C)(C)(C(C)(C)C)OCCN1N=CC2=CC(=CC(=C12)N1C2CN(CC1CC2)C(=O)C2=C(C=C(C=C2)F)Cl)S(=O)(=O)CC(C)(C)C